tert-butyl 2-[(2Z)-2-(hydroxyimino)cyclopentyl]acetate O\N=C\1/C(CCC1)CC(=O)OC(C)(C)C